(5-(3-methylbenzyl)-4,5-dihydroisoxazol-3-yl)benzophenone CC=1C=C(CC2CC(=NO2)C2=C(C(=O)C3=CC=CC=C3)C=CC=C2)C=CC1